[2H]C Deutero-methane